N-(3-((4-(trifluoromethyl)phenyl)amino)-2,3-dihydro-1H-inden-5-yl)-acrylamide FC(C1=CC=C(C=C1)NC1CCC2=CC=C(C=C12)NC(C=C)=O)(F)F